(1-Benzylpiperidin-4-yl)-N-(2,6-dimethylphenyl)-2-furamide C(C1=CC=CC=C1)N1CCC(CC1)C1=C(OC=C1)C(=O)NC1=C(C=CC=C1C)C